1-(((5S,7S)-3-(5-(2-(2-methoxyethoxy)propan-2-yl)pyrazin-2-yl)-7-methyl-2-oxo-1-oxa-3-azaspiro[4.5]decan-7-yl)methyl)-1H-benzo[d]imidazole-6-carbonitrile COCCOC(C)(C)C=1N=CC(=NC1)N1C(O[C@]2(C1)C[C@@](CCC2)(C)CN2C=NC1=C2C=C(C=C1)C#N)=O